N-(3-methylpyrazin-2-yl)carbamic acid tert-butyl ester C(C)(C)(C)OC(NC1=NC=CN=C1C)=O